FC(CN1C(=NC2=NC=C(C=C21)C=2C=CN1N=C(N=CC12)NC1CCC(CC1)(O)C)C)F (1s,4s)-4-((5-(1-(2,2-difluoroethyl)-2-methyl-1H-imidazo[4,5-b]pyridin-6-yl)pyrrolo[2,1-f][1,2,4]triazin-2-yl)amino)-1-methylcyclohexane-1-ol